N1(CCCC2=CC=CC=C12)C(=O)C=1C=NC=C(C1)N1C=NC(=C1)C (3,4-Dihydroquinolin-1(2H)-yl)(5-(4-methyl-1H-imidazol-1-yl)pyridin-3-yl)-methanone